tetraethylene glycol bis(2-propylheptanoate) C(CC)C(C(=O)OCCOCCOCCOCCOC(C(CCCCC)CCC)=O)CCCCC